C1(CCC1)C[C@H](C(=O)N1CC([C@](CC1)(O)CN1C=C(C(=CC1=O)C1=CC=CC=C1)C(=O)N(C)C)(C)C)CO (((S)-1-((S)-3-cyclobutyl-2-(hydroxymethyl)propionyl)-4-hydroxy-3,3-dimethylpiperidin-4-yl)methyl)-N,N-dimethyl-6-oxo-4-phenyl-1,6-dihydropyridine-3-carboxamide